BrC1=NC2=CC=C(C=C2C=N1)C1=CC=C(C=C1)C(C)(C)C=1C=C(C(=C(C#N)C1)O)Cl 5-[1-[4-(2-bromoquinazolin-6-yl)phenyl]-1-methyl-ethyl]-3-chloro-2-hydroxy-benzonitrile